O1C(COCC1)CS(=O)(=O)Cl 1,4-dioxan-2-ylmethanesulfonyl chloride